ClC1=CC=C(C(=C1)F)C1=C(C=CC=C1C)C 4-chloro-6-fluoro-2',6'-dimethyl-[1,1'-biphenyl]